(R)-N-(2-(5-(3-aminopiperidine-1-carbonyl)-7-methoxy-1-methyl-1H-benzo[d]imidazol-2-yl)-1-(cyclopropylmethyl)-1H-pyrrolo[2,3-b]pyridin-6-yl)-N-cyclopropylcyclopropanesulfonamide N[C@H]1CN(CCC1)C(=O)C1=CC2=C(N(C(=N2)C2=CC=3C(=NC(=CC3)N(S(=O)(=O)C3CC3)C3CC3)N2CC2CC2)C)C(=C1)OC